N-(4-tert-butylphenyl)-5,5,8,8-tetramethyl-5,6,7,8-tetrahydronaphtho[2,3-b]thiophen-3-amine C(C)(C)(C)C1=CC=C(C=C1)NC=1C2=C(SC1)C=C1C(CCC(C1=C2)(C)C)(C)C